N-(3-methylazetidin-3-yl)acetamide Methyl-(CIS)-3-(4-methyl-1H-pyrazol-3-yl)-2-(((1-(pyrimidin-2-yl)piperidin-4-yl)oxy)methyl)piperidine-1-carboxylate COC(=O)N1[C@H]([C@H](CCC1)C1=NNC=C1C)COC1CCN(CC1)C1=NC=CC=N1.CC1(CNC1)NC(C)=O